1-Methyl-2-[5-[3-[4-(4-methylpiperazin-1-yl)phenyl]phenyl]-1H-pyrazol-4-yl]-2,3-dihydro-quinazolin-4-one CN1C(NC(C2=CC=CC=C12)=O)C=1C=NNC1C1=CC(=CC=C1)C1=CC=C(C=C1)N1CCN(CC1)C